4-(((R)-1-(3-(difluoromethyl)-2-fluorophenyl)ethyl)amino)-6-(1-(fluoromethyl)cyclopropyl)-8-(3-methoxytetrahydrofuran-3-yl)-2-methylpyrido[4,3-d]pyrimidine-7(6H)-one FC(C=1C(=C(C=CC1)[C@@H](C)NC=1C=2C(N=C(N1)C)=C(C(N(C2)C2(CC2)CF)=O)C2(COCC2)OC)F)F